Racemic-4-(1-acryloyloctahydro-6H-pyrrolo[2,3-c]pyridin-6-yl)-3-chloro-5-fluoro-2-methyl-1H-indole-7-carboxamide C(C=C)(=O)N1CCC2C1CN(CC2)C2=C1C(=C(NC1=C(C=C2F)C(=O)N)C)Cl